(6aR,9aS)-5,6a,7,8,9,9a-hexahydro-5-methyl-3-(phenylamino)-2-((4-(6-fluoropyridin-2-yl)phenyl)methyl)-cyclopent[4,5]imidazo[1,2-a]pyrazolo[4,3-e]pyrimidin-4(2H)-one CN1C=2N(C=3C(C1=O)=C(N(N3)CC3=CC=C(C=C3)C3=NC(=CC=C3)F)NC3=CC=CC=C3)[C@@H]3[C@H](N2)CCC3